FC(C1=NN(C=C1NC(=O)C=1N=COC1)C1CCNCC1)F 4-((3-(Difluoromethyl)-1-(piperidin-4-yl)-1H-pyrazol-4-yl)carbamoyl)oxazole